C(C)(=O)N1C(/C(/C2=CC=C(C=C12)C(=O)OC)=C(\C1=CC=CC=C1)/OC)=O methyl (E)-1-acetyl-3-(methoxyphenylmethylene)-oxindole-6-carboxylate